ClC1=CC=2C=C3CC(CCN3C2N=C1)N1C(C(CCC1)OCC1NCC1)=O 2-(((1-(3-chloro-6,7,8,9-tetrahydropyrido[3,2-b]indolizin-7-yl)-2-oxopiperidin-3-yl)oxy)methyl)azetidin